BrC1=C(C(=CC(=C1)N)Br)N 2,6-dibromo-1,4-phenylenediamine